3-(5-oxo-1,4-oxazepan-4-yl)propyl carbamate C(N)(OCCCN1CCOCCC1=O)=O